tert-butyl (2S,4S)-4-((3-amino-7-bromo-2-chloro-8-fluoro-6-iodoquinolin-4-yl)amino)-2-(2-(tert-butoxy)-2-oxoethyl)piperidine-1-carboxylate NC=1C(=NC2=C(C(=C(C=C2C1N[C@@H]1C[C@H](N(CC1)C(=O)OC(C)(C)C)CC(=O)OC(C)(C)C)I)Br)F)Cl